(2s,4r)-1-(tert-butoxycarbonyl)-4-cyanopyrrolidine-2-carboxylic acid C(C)(C)(C)OC(=O)N1[C@@H](C[C@H](C1)C#N)C(=O)O